C1=CCCCC1 cyclohex-1-ene